N-(4-(2-(2-(1-(4-bromophenyl)-3-(4-fluorophenyl)-1H-pyrazol-4-yl)-5-methaneyl-4-oxooxazolidin-3-yl)ethyl)phenyl)methylsulfonamide BrC1=CC=C(C=C1)N1N=C(C(=C1)C1OC(C(N1CCC1=CC=C(C=C1)CNS(=O)=O)=O)C)C1=CC=C(C=C1)F